FC1=C(C(=O)N)C=C(C=C1)C(F)(F)F 2-fluoro-5-(trifluoromethyl)benzamide